N1=C(C=CC2=CC=CN=C12)CC[C@H]1CN(CC1)C(=O)OC(C)(C)C tert-butyl (R)-3-(2-(1,8-naphthyridin-2-yl)ethyl)pyrrolidine-1-carboxylate